S(OC1=C(C=C(C=C1)OCC1=C(C=C(C=C1F)N1N=C(N=C1)NS(=O)(=O)C)F)C)(=O)(=O)F 4-((2,6-difluoro-4-(3-(methylsulfonamido)-1H-1,2,4-triazol-1-yl)benzyl)oxy)-2-methylphenyl sulfurofluoridate